2-methyl-3-(((1r,4r)-4-(2-(piperazin-1-yl)propoxy)cyclohexyl)oxy)phenol CC1=C(C=CC=C1OC1CCC(CC1)OCC(C)N1CCNCC1)O